C(=C)C1=CC=C(C=C1)[Si](OC)(OC)OC p-vinyl-phenyl-trimethoxysilane